1,8-diazabicyclo(5.4.0)undecene-7-phthalate N12C=CCCCC2(NCCC1)C=1C=CC=C(C1C(=O)[O-])C(=O)[O-]